OC[C@H](C)OC1=CC=C(C=C1)NC(CN1C=NC2=C(C1=O)N(N=C2NC2=CC=C(C=C2)C(F)(F)F)C)=O (S)-N-(4-((1-hydroxypropan-2-yl)oxy)phenyl)-2-(1-methyl-7-oxo-3-((4-(trifluoromethyl)phenyl)amino)-1,7-dihydro-6H-pyrazolo[4,3-d]pyrimidin-6-yl)acetamide